N1=C(C=CC=C1)CNC(=O)[C@]12[C@@H]([C@@H]3[C@H](C=N1)[C@@H](CN3CC(C)C)C2)CC(C)C |o1:10,11,12,13,16| (3S*,3aR*,6S*,7R*,7aR*)-N-(pyridin-2-yl)methyl-1,7-diisobutyl-1,2,3,3a,7,7a-hexahydro-6H-3,6-methanopyrrolo[3,2-c]pyridine-6-carboxamide